3,5-dimethylheptane CC(CC)CC(CC)C